[Ni].C1(=CC=CC=C1)CCC1=CC=CC=C1.C1(=CC=CC=C1)CCC1=CC=CC=C1 bis(bibenzyl) nickel